2-methyl-6-[1-(2,2,3,3,3-pentafluoropropyl)-1H-pyrazol-4-yl]-7-(trifluoromethyl)-5H-[1,3,4]thiadiazolo[3,2-a]pyrimidin-5-one CC1=NN2C(=NC(=C(C2=O)C=2C=NN(C2)CC(C(F)(F)F)(F)F)C(F)(F)F)S1